gamma-glutamylphenylalanine N[C@@H](CCC(=O)N[C@@H](CC1=CC=CC=C1)C(=O)O)C(=O)O